CC1=C(C(=O)NC2=NN(C3=CC=CC=C23)CC2=CC=C(C=C2)C(F)(F)F)C=CC=C1 2-methyl-N-(1-(4-(trifluoromethyl)benzyl)-1H-indazol-3-yl)benzamide